C(C)(C)(C)OC(=O)N1C(CNCC1)CCCOC1=C(C(=CC(=C1)C(N)=O)[N+](=O)[O-])Cl (3-(5-carbamoyl-2-chloro-3-nitrophenoxy)propyl)piperazine-1-carboxylic acid tert-butyl ester